CN1C=C(C=CC1=O)C1=CC=C(C=C1)CCCC(=O)NC=1C=NC=CC1 4-(4-(1-methyl-6-oxo-1,6-dihydropyridin-3-yl)phenyl)-N-(pyridin-3-yl)butanamide